ClCC(=O)N[C@H]1CN(CCC1)C1CC1 chloro-N-[(3R)-1-cyclopropyl-3-piperidinyl]acetamide